(3Z)-N-[2-(methanesulfonamido)ethyl]-2-oxo-3-(3-oxoindolin-2-ylidene)indoline-1-carboxamide CS(=O)(=O)NCCNC(=O)N1C(\C(\C2=CC=CC=C12)=C\1/NC2=CC=CC=C2C1=O)=O